C(C)C(CCCCC)(CC)CC triethylhexane